O1C2=C(OC[C@@H]1CN1CCN(CC1)C1=C(N=CS1)N1C(CCC1)=O)C=CC=C2 (S)-1-(5-(4-((2,3-dihydrobenzo[b][1,4]dioxin-2-yl)methyl)piperazin-1-yl)thiazol-4-yl)pyrrolidin-2-one